5,5-dimethyl-3-[6-({3-[(trifluoromethyl)oxy]phenyl}oxy)-3-pyridinyl]-2,4-imidazolidinedione CC1(C(N(C(N1)=O)C=1C=NC(=CC1)OC1=CC(=CC=C1)OC(F)(F)F)=O)C